bis(4-(n-octyl-n-tetradecylamino)phenyl)methane C(CCCCCCC)N(C1=CC=C(C=C1)CC1=CC=C(C=C1)N(CCCCCCCC)CCCCCCCCCCCCCC)CCCCCCCCCCCCCC